CC1=CC=C2C(=N1)N=C(O2)N2CCN(CC2)C(=O)C2=CC1=C(N=C(O1)C1=CC=CC=C1)C=C2 [4-(5-methyloxazolo[4,5-b]pyridin-2-yl)piperazin-1-yl]-(2-phenyl-1,3-benzoxazol-6-yl)methanone